[C@@]12(CCC3=CC=CC(=C13)C(=O)N)CCC1=CC=CC=C12 (R)-2,2',3,3'-tetrahydro-1,1'-spirobi[indene]-7-amide